NCCC=1C=C(C(=O)O)C=CC1 3-(aminoethyl)benzoic acid